(2,6-Dioxopiperidin-3-yl)-3',4'-dihydro-7'H-spiro[azetidine-3,2'-pyrano[2,3-e]isoindole]-7',9'(8'H)-dione O=C1NC(CCC1C1CC=2C(=C3C(NC(C3=CC2)=O)=O)OC12CNC2)=O